FC(CN1C(=NC=2C1=NC(=CC2)C=2C=CN1N=C(N=CC12)N[C@H]1[C@@H](CN(CC1)C1COC1)F)C)F 5-(3-(2,2-difluoroethyl)-2-methyl-3H-imidazo[4,5-b]pyridin-5-yl)-N-((3r,4r)-3-fluoro-1-(oxetan-3-yl)piperidin-4-yl)pyrrolo[2,1-f][1,2,4]triazin-2-amine